6-(pyrrolidin-1-yl)pyridine-3-boronic acid N1(CCCC1)C1=CC=C(C=N1)B(O)O